Cl.OC1=C(C=CC(=C1)C(F)(F)F)C1=C2C(=C(N=N1)N[C@@H]1CC[C@H](NC1)C(=O)OCC)C=NC=C2 Ethyl (2S,5R)-5-((1-(2-hydroxy-4-(trifluoromethyl)phenyl)pyrido[3,4-d]pyridazin-4-yl)amino)piperidine-2-carboxylate hydrochloride